tert-butyl (S)-2-(((S)-1-cyano-2-(2-fluoro-4-(1-oxo-1,2,3,4-tetrahydroisoquinolin-6-yl)phenyl) ethyl)carbamoyl)-1,4-oxazepane-4-carboxylate C(#N)[C@H](CC1=C(C=C(C=C1)C=1C=C2CCNC(C2=CC1)=O)F)NC(=O)[C@H]1OCCCN(C1)C(=O)OC(C)(C)C